BrC=1C(=NC=C(C1)F)CCN(C)C 2-(3-bromo-5-fluoropyridin-2-yl)-N,N-dimethylethan-1-amine